[N+](=O)([O-])C1=CC=C2C=C(C(OC2=C1)=O)C(=O)O 7-Nitro-3-carboxycoumarin